NC1=CC=C(C=C1)C1=C(C(=NN=N1)C1=CC=C(C=C1)N)C1=CC=C(C=C1)N tris(4-aminophenyl)triazine